trans-4-((4-(4-((2,6-dioxopiperidin-3-yl)amino)-2-fluorophenyl)piperazin-1-yl)methyl)cyclohexane-1-carboxylic acid O=C1NC(CCC1NC1=CC(=C(C=C1)N1CCN(CC1)C[C@@H]1CC[C@H](CC1)C(=O)O)F)=O